(±)-3-(dimethylamino)-9-(4-fluoronaphthalen-1-yl)-1,8-dimethoxy-10-phenylacridine bromide [Br-].CN(C=1C=C(C=2[C@@H](C3=C(C=CC=C3N(C2C1)C1=CC=CC=C1)OC)C1=CC=C(C2=CC=CC=C12)F)OC)C |r|